COC(C)(C)N=NC(C)(C)OC 2,2'-dimethoxy-2,2'-azopropane